[2,6-difluoro-4-[2-(3-pyridinyl)ethynyl]phenyl]-3'-(2-pyridinyl)spiro[cyclopropane-1,5'-imidazo[1,2-a]imidazol]-6'-one FC1=C(C(=CC(=C1)C#CC=1C=NC=CC1)F)C1=NC=2N(C1C1=NC=CC=C1)C1(C(N2)=O)CC1